FC1(CN(CCC1NC1=NN2C(C=N1)=CC=C2C2=NC=CC=C2)S(=O)(=O)C)F N-(3,3-difluoro-1-(methylsulfonyl)piperidin-4-yl)-7-(pyridin-2-yl)pyrrolo[2,1-f][1,2,4]triazin-2-amine